6-((3-amino-2-fluorophenyl)thio)-3-((3S,4S)-4-amino-3-methyl-2-oxa-8-azaspiro[4.5]decan-8-yl)pyrazin-2(1H)-one NC=1C(=C(C=CC1)SC1=CN=C(C(N1)=O)N1CCC2([C@@H]([C@@H](OC2)C)N)CC1)F